C(C)C=1C=CC(=NC1OC)N1CC2(OCCO2)CC1 7-(5-ethyl-6-methoxypyridin-2-yl)-1,4-dioxa-7-azaspiro[4.4]nonane